ClC=1C(=C(C=CC1OCC1(CC1)F)NC=1C2=C(N=CN1)C=C(C(=N2)N2[C@@H]1CN[C@H](C2)C1)F)F N-[3-Chloro-2-fluoro-4-[(1-fluorocyclopropyl)methoxy]phenyl]-6-[(1S,4S)-2,5-diazabicyclo[2.2.1]heptan-2-yl]-7-fluoro-pyrido[3,2-d]pyrimidin-4-amine